ClC1=C(C=C(C=C1)/C(=C/C(=O)[O-])/C1(CC1)F)[N+](=O)[O-] (Z)-3-(4-chloro-3-nitrophenyl)-3-(1-fluorocyclopropyl)-acrylate